3-(6-chloro-3-((1-(3-ethyl-4,7-dimethyl-5-oxo-4,5-dihydro-3H-pyrazolo[3,4-c]isoquinolin-9-yl)ethyl)amino)pyridin-2-yl)-1,2,4-oxadiazol-5(4H)-one ClC1=CC=C(C(=N1)C1=NOC(N1)=O)NC(C)C=1C=2C3=C(N(C(C2C=C(C1)C)=O)C)N(N=C3)CC